N1NCC2=C1CN(C2)C(=O)OCCCC butyl 2,6-dihydro-1H-pyrrolo[3,4-c]pyrazole-5(4H)-carboxylate